C(=C)OC(CCC)=O Vinylbutyrat